3-(1-fluoro-1-methyl-ethyl)isoxazole-4-carboxamide FC(C)(C)C1=NOC=C1C(=O)N